IC=1C=C(C=CC1C)C1=CC=CC=C1 3-iodo-4-methyl-1,1'-biphenyl